2,2,2-Trichloroethyl [4-(2,6-difluorophenyl)-1,2-benzoxazol-3-yl]carbamate FC1=C(C(=CC=C1)F)C1=CC=CC2=C1C(=NO2)NC(OCC(Cl)(Cl)Cl)=O